CC1(CC1)N1N=C(C=C1)C1C(CCC1)=O 2-(1-(1-methylcyclopropyl)-1H-pyrazol-3-yl)cyclopentane-1-one